C(C)(C)(C)OC(=O)N1C(CCC(=CC1)C=1C(=C(C=C2CCCOC12)NC1=NC(=CC(=N1)C)NC)C)C tert-butyl-2-methyl-5-[7-methyl-6-[[4-methyl-6-(methylamino)pyrimidin-2-yl]amino]chroman-8-yl]-2,3,4,7-tetrahydroazepine-1-carboxylate